(5aR,5bS,7aS,8S,10aS,10bR)-5a,7a-dimethyl-2-(morpholinoamino)-5,5a,5b,6,7,7a,8,9,10,10a,10b,11-dodecahydro-4H-cyclopenta[7,8]phenanthro[2,1-d]thiazol-8-yl acetate C(C)(=O)O[C@H]1CC[C@@H]2[C@@]1(CC[C@@H]1[C@]3(CCC=4N=C(SC4C3=CC[C@@H]21)NN2CCOCC2)C)C